C1=CC=CC=2C3=CC=CC=C3C(C12)COC(=O)N[C@H](C(=O)NC1=CC(=C(C(=O)OC)C=C1)Cl)C Methyl (S)-4-(2-((((9H-fluoren-9-yl)methoxy)carbonyl)amino)propanamido)-2-chlorobenzoate